OC=1C=CC2=C(C1)NC1=C2C2=C(C=3C4=CC=C(C=C4N(C13)CCN1CCOCC1)O)C(NC2=O)=O 2,10-dihydroxy-12-(2-morpholinoethyl)-12,13-dihydro-5H-indolo[2,3-a]pyrrolo[3,4-c]carbazole-5,7(6H)-dione